1-(3-Amino-5-chlorophenyl)imidazolidin-2-one NC=1C=C(C=C(C1)Cl)N1C(NCC1)=O